2,2'-bipiperazine N1C(CNCC1)C1NCCNC1